CC(C)C1=CC=C(C=C1)NC(=O)N1[C@H](CCC1)C(=O)NC1=CC=C(C=C1)C1=CC=C(C=C1)C(=O)OC(C)(C)C tert-butyl 4'-[(1-{[4-(propan-2-yl)phenyl]carbamoyl}-D-prolyl)amino][1,1'-biphenyl]-4-carboxylate